C(=O)O.N1N=CC=C1C=O (1H-pyrazol-5-yl)methanone formate